5-(1-ethyl-1H-1,2,3-triazol-4-yl)-2-methylpentanoate C(C)N1N=NC(=C1)CCCC(C(=O)[O-])C